3,5-difluoro-4-((3-(2-hydroxyethyl)-7-methoxy-2-oxo-2,3-dihydro-1H-imidazo[4,5-c][1,8]naphthyridin-1-yl)methyl)benzenesulfonamide FC=1C=C(C=C(C1CN1C(N(C=2C=NC=3N=C(C=CC3C21)OC)CCO)=O)F)S(=O)(=O)N